NC1=NC(=NN2C1=NC=C2CC2C[C@H](N(CC2)C2CCN(CC2)C(=O)OC(C)(C)C)C(C)(C)C)OC(C)CCC Tert-butyl (S)-4-((4-amino-2-(pent-2-yloxy)imidazo[2,1-f][1,2,4]triazin-7-yl)methyl)tert-butyl-[1,4'-bipiperidin]-1'-carboxylate